allyltributylammonium hydroxide [OH-].C(C=C)[N+](CCCC)(CCCC)CCCC